C1=CC=CC=2C3=CC=CC=C3C(C12)COC(=O)NCCOP(=O)(OCCC#N)OCC[N+](C)(C)C 2-(((2-((((9H-fluoren-9-yl)methoxy)carbonyl)amino)ethoxy)(2-cyanoethoxy)phosphoryl)oxy)-N,N,N-trimethylethanaminium